ClC1=CC=C2C(=N1)N(N=C2)CC=2SC=CC2 6-chloro-1-[(thiophen-2-yl)methyl]-1H-pyrazolo[3,4-b]pyridine